N-(4-(7-cyano-4-(cyclopent-1-en-1-yl)-1-(4-methoxybenzyl)-1H-indazol-6-yl)benzyl)-2-methoxybenzamide C(#N)C=1C(=CC(=C2C=NN(C12)CC1=CC=C(C=C1)OC)C1=CCCC1)C1=CC=C(CNC(C2=C(C=CC=C2)OC)=O)C=C1